4-dimethylaminomethyl-5-(4-nitrophenyl)thiophene-3-carboxylic acid CN(C)CC=1C(=CSC1C1=CC=C(C=C1)[N+](=O)[O-])C(=O)O